cesium diethoxide [O-]CC.[O-]CC.[Cs+].[Cs+]